methyl (1R,4S,5S)-3-bromo-5-fluoro-7-oxabicyclo[2.2.1]hept-2-ene-2-carboxylate BrC1=C([C@H]2C[C@@H]([C@@H]1O2)F)C(=O)OC